C(C)(C)(C)C=1C=C(NN1)NC(=O)NC1=CC=C(C=C1)N1C=NC2=C1C=CC(=C2)OCCO 1-(5-tert-butyl-2H-pyrazol-3-yl)-3-{4-[5-(2-hydroxy-ethoxyl)-benzimidazol-1-yl]-phenyl}-urea